tert-butyl 5-cyclopropyl-3-(hydroxy (6-(methylthio) pyridin-3-yl) methyl)-2-methyl-1H-pyrrolo[3,2-b]pyridine-1-carboxylate C1(CC1)C1=CC=C2C(=N1)C(=C(N2C(=O)OC(C)(C)C)C)C(C=2C=NC(=CC2)SC)O